2-Hydroxyethyl (trans-4-((3-(1-cyclopropyl-1H-pyrazol-4-yl)phenyl)((trans-4-(4-methoxy-3-methylphenyl)cyclohexyl) methyl)carbamoyl) cyclohexyl)carbamate C1(CC1)N1N=CC(=C1)C=1C=C(C=CC1)N(C(=O)[C@@H]1CC[C@H](CC1)NC(OCCO)=O)C[C@@H]1CC[C@H](CC1)C1=CC(=C(C=C1)OC)C